(S)-TERT-BUTYL 7'-CHLORO-4,5-DIHYDRO-2H-SPIRO[BENZO[B][1,4]OXAZEPINE-3,4'-CHROMAN]-7-CARBOXYLATE ClC1=CC=C2[C@@]3(CCOC2=C1)CNC1=C(OC3)C=CC(=C1)C(=O)OC(C)(C)C